P(=O)(OC[N+]1=C(C(=CC=C1)C1=CC(=NO1)CC1=CC=C(C=C1)CC1=COC=C1)N)(O)[O-] (2-amino-3-(3-(4-(furan-3-ylmethyl)benzyl)isoxazol-5-yl)pyridin-1-ium-1-yl)methyl hydrogen phosphate